BrC(C#N)CBr 2,3-dibromopropionitrile